tert-butyl-[3-[5-[4-[(4-methoxyphenyl)methyl]-1,2,4-triazol-3-yl]-3-methyl-pyrazol-1-yl]propoxy]-dimethyl-silane C(C)(C)(C)[Si](C)(C)OCCCN1N=C(C=C1C1=NN=CN1CC1=CC=C(C=C1)OC)C